((4-methoxyphenyl)thio)-6-methyl-2-(trifluoromethyl)quinazoline 2-[(M-(tert-butoxycarbonylamino)(4,4-difluorocyclohexyl)methyl)imidazo-[1,2-b]pyridazin-7-yl]-4,4-difluorobutanoate C(C)(C)(C)OC(=O)NC1CC(CCC1(F)F)CC=1N=C2N(N=CC(=C2)C(C(=O)O)CC(F)F)C1.COC1=CC=C(C=C1)SC1=NC(=NC2=CC=C(C=C12)C)C(F)(F)F